2-{2-[2-(2-bromoethoxy)ethoxy]ethyl}-1,3-isoindolinedione BrCCOCCOCCN1C(C2=CC=CC=C2C1=O)=O